FC(C(=O)O)(F)F.COC1=C(C=C(C=C1)C(=O)N1CCC(CC1)CC1CCNCC1)N1C(NC(CC1)=O)=O 1-[2-methoxy-5-[4-(4-piperidylmethyl)piperidine-1-carbonyl]phenyl]hexahydropyrimidine-2,4-dione trifluoroacetate